5-(tert-butyl)-3-((diphenylmethylene)amino)-1-methylindol-2-one C(C)(C)(C)C=1C=C2C(C(N(C2=CC1)C)=O)N=C(C1=CC=CC=C1)C1=CC=CC=C1